ClCC1=NC2=C(N1CC1=CN=CS1)C=C(C=C2OC)C(=O)OC methyl 2-(chloromethyl)-4-methoxy-1-(thiazol-5-ylmethyl)-1H-benzo[d]imidazole-6-carboxylate